ClC=1C=CC=C2C=C(C=C(C12)[B-](F)(F)F)OCOC.[K+] potassium (8-chloro-3-(methoxymethoxy)naphthalen-1-yl)trifluoroborate